(S)-4-(5-bromo-1H-pyrrolo[2,3-b]pyridin-3-yl)-N-methyl-N-((tetrahydrofuran-3-yl)methyl)benzamide BrC=1C=C2C(=NC1)NC=C2C2=CC=C(C(=O)N(C[C@H]1COCC1)C)C=C2